C(CCC)O[Ti+](OCCCC)OCCCC tri-n-butoxytitanium (IV)